2-chloro-1-(4-(3-isopropyl-2-(pyridin-4-yl)-1H-indol-5-yl)piperidin-1-yl)ethanone ClCC(=O)N1CCC(CC1)C=1C=C2C(=C(NC2=CC1)C1=CC=NC=C1)C(C)C